ClC=1C=C(OC2CCC(CC2)NC(=O)C=2N=NC(=CC2)N2CCC(CC2)CN2CCC(CC2)C=2C(=C3CN(C(C3=CC2)=O)C2C(NC(CC2)=O)=O)F)C=CC1C#N N-((1r,4r)-4-(3-chloro-4-cyanophenoxy)cyclohexyl)-6-(4-((4-(2-(2,6-dioxopiperidine-3-yl)-4-fluoro-1-oxoisoindoline-5-yl)piperidin-1-yl)methyl)piperidin-1-yl)pyridazine-3-carboxamide